NC=1C=2N(C3=CC(=CC=C3N1)C(=O)N([C@@H]1COC3=NC(=CC=C31)C(F)(F)F)C)C(=NC2)C (S)-4-amino-N,1-dimethyl-N-(6-(trifluoromethyl)-2,3-dihydrofuro[2,3-b]pyridin-3-yl)imidazo[1,5-a]quinoxaline-8-carboxamide